methyl 3,5-dinitrobenzoate [N+](=O)([O-])C=1C=C(C(=O)OC)C=C(C1)[N+](=O)[O-]